C1(=CC(=CC=C1)C=1N=CN(C1C=1C=CC=2N(N1)C(=CN2)C#N)CC(F)F)C2=CC=CC=C2 6-(4-([1,1'-biphenyl]-3-yl)-1-(2,2-difluoro-ethyl)-1H-imidazol-5-yl)imidazo[1,2-b]pyridazine-3-carbonitrile